NC1=CC=C2C(=CC(OC2=C1)=O)NC 7-amino-4-methylAminocoumarin